CN1C(C=C(C(=C1)C=1C=NN(C1)C(C)C1=CC=CC=C1)N1CCCC1)=O 1-methyl-5-(1-(1-phenylethyl)-1H-pyrazol-4-yl)-4-(pyrrolidin-1-yl)pyridin-2(1H)-one